(1S,3S)-3-((5-(5-(azidomethyl)-1-methyl-1H-1,2,3-triazol-4-yl)pyrazin-2-yl)oxy)cyclohexane-1-carboxylic acid isopropyl ester C(C)(C)OC(=O)[C@@H]1C[C@H](CCC1)OC1=NC=C(N=C1)C=1N=NN(C1CN=[N+]=[N-])C